C(CCCCC)SC(C=O)CC hexylmercapto-butyraldehyde